N(=[N+]=[N-])C1(CN(C1)C(=O)OC(C)(C)C)C1=C(C(=CC=C1F)Cl)Cl tert-butyl 3-azido-3-(2,3-dichloro-6-fluorophenyl)azetidine-1-carboxylate